Bicyclo[3.1.0]Hexane-6-Carboxylic Acid C12CCCC2C1C(=O)O